1,3-divinyl-1,3-diphenyl-1,3-dimethyldisilazane C(=C)[Si](N[Si](C)(C1=CC=CC=C1)C=C)(C)C1=CC=CC=C1